benzyl-4-(4,4,5,5-tetramethyl-1,3,2-dioxaborolan-2-yl)-3,6-dihydro-2H-pyridine-1-carboxylate C(C1=CC=CC=C1)OC(=O)N1CCC(=CC1)B1OC(C(O1)(C)C)(C)C